FC1=CC=C(C=C1)C=1C(C(=NNC1C)C(=O)NC1=CC(=C(C=C1)OC1=CC=NC2=CC(=CN=C12)C(=C)C)F)=O 5-(4-fluorophenyl)-N-[3-fluoro-4-[(7-prop-1-en-2-yl-1,5-naphthyridin-4-yl)oxy]phenyl]-6-methyl-4-oxo-1H-pyridazine-3-carboxamide